2-amino-1,1,3-tricyano-1-propene NC(=C(C#N)C#N)CC#N